4-(2-bromoethenyl)-1,3-dioxolan-2-one BrC=CC1OC(OC1)=O